1-(((R)-7-((2S,4R)-4-(Ethylamino)-2-phenylpiperidine-1-carbonyl)-7-azaspiro[4.5]decan-10-yl)methyl)-4-phenylpyridin-2(1H)-one C(C)N[C@H]1C[C@H](N(CC1)C(=O)N1CC2(CCCC2)[C@@H](CC1)CN1C(C=C(C=C1)C1=CC=CC=C1)=O)C1=CC=CC=C1